tert-butyl 4-[2-[4-[3-(2-ethoxy-4,4-dimethyl-6-oxo-cyclohexen-1-yl)-4-methyl-phenyl]-phenoxy]ethyl]piperazine-1-carboxylate C(C)OC1=C(C(CC(C1)(C)C)=O)C=1C=C(C=CC1C)C1=CC=C(OCCN2CCN(CC2)C(=O)OC(C)(C)C)C=C1